4-((3-(7-(((Z)-3-fluoro-1-methylpiperidin-4-yl)amino)-3-(2,2,2-trifluoroethyl)benzo[b]thiophen-2-yl)prop-2-yn-1-yl)amino)-N-(2-hydroxy-3-methoxypropyl)-3-methoxybenzamide FC1CN(CCC1NC1=CC=CC2=C1SC(=C2CC(F)(F)F)C#CCNC2=C(C=C(C(=O)NCC(COC)O)C=C2)OC)C